3-benzylthiazole-2(3H)-imine C(C1=CC=CC=C1)N1C(SC=C1)=N